diethylene glycol dicaprylate Isononanoate C(CCCCCC(C)C)(=O)O.C(CCCCCCC)(=O)O.C(CCCCCCC)(=O)O.C(COCCO)O